1'-(5-methoxy-2-(1-methyl-1H-pyrazol-4-yl)-4-nitrophenyl)-[4,4'-bipiperidine]-1-Carboxylic acid tert-butyl ester C(C)(C)(C)OC(=O)N1CCC(CC1)C1CCN(CC1)C1=C(C=C(C(=C1)OC)[N+](=O)[O-])C=1C=NN(C1)C